1-((2-(trimethylsilyl)ethoxy)methyl)-1H-pyrazol-5-amine C[Si](CCOCN1N=CC=C1N)(C)C